CN1C(=NN=C1)CC1(CCC1)C1=CC(=NC(=C1)CCC)N1C(C2=CC(=CC(=C2C1)C(F)(F)F)CNC1(CCC1)C)=O 2-(4-(1-((4-methyl-4H-1,2,4-triazol-3-yl)methyl)cyclobutyl)-6-propylpyridin-2-yl)-6-(((1-methylcyclobutyl)amino)methyl)-4-(trifluoromethyl)isoindolin-1-one